R-pyrimidine N1=CN=CC=C1